2-(4-pyridin-3-ylphenyl)-2H-indazole-7-carboxamide N1=CC(=CC=C1)C1=CC=C(C=C1)N1N=C2C(=CC=CC2=C1)C(=O)N